4-[(1,3-Dimethylbutoxy)methyl]-1-{[6-chloro-5-(trifluoromethyl)(2-pyridyl)]amino}-3-methylazoline-2,5-dione CC(CC(C)C)OCC1=C(C(N(C1=O)NC1=NC(=C(C=C1)C(F)(F)F)Cl)=O)C